2-(1-(4-((4-(3-((2-((1S)-1-((tetrahydro-2H-pyran-2-yl)oxy)ethyl)-1H-Imidazol-1-yl)methyl)isoxazol-5-yl)phenyl)ethynyl)benzyl)azetidin-3-yl)ethyl acetate C(C)(=O)OCCC1CN(C1)CC1=CC=C(C=C1)C#CC1=CC=C(C=C1)C1=CC(=NO1)CN1C(=NC=C1)[C@H](C)OC1OCCCC1